ClC=1C(=CC=2N=CN3CCN(C(C1C23)=O)CC=2C(NC(=CC2OC)C)=O)C=2C(=NOC2C)C 5-chloro-4-(3,5-dimethylisoxazol-4-yl)-7-((4-methoxy-6-methyl-2-oxo-1,2-dihydropyridin-3-yl)methyl)-8,9-dihydro-2,7,9a-triaza-benzo[cd]azulene-6(7H)-one